(2S,4R)-4-hydroxy-N-methyl-1-((S)-3-methyl-2-(4-(pyrimidin-5-yl)-1H-1,2,3-triazol-1-yl)butyryl)pyrrolidine-2-carboxamide O[C@@H]1C[C@H](N(C1)C([C@H](C(C)C)N1N=NC(=C1)C=1C=NC=NC1)=O)C(=O)NC